FC1=C2CN(C(C2=CC=C1N1CCN(CC1)CC1CCC(CC1)CN1CCNCC1)=O)C1C(NC(CC1)=O)=O 3-[4-fluoro-1-oxo-5-[4-[[4-(piperazin-1-ylmethyl)cyclohexyl]methyl]piperazin-1-yl]isoindolin-2-yl]piperidine-2,6-dione